C1(=CC(=CC=C1)C1=NC(=NC=C1Cl)NC=1C=C(C=NC1)NC(CCCCN1CCN(CC1)CCCOC1=C2C(N(C(C2=CC=C1)=O)C1C(NC(CC1)=O)=O)=O)=O)C1=CC=CC=C1 N-(5-((4-([1,1'-biphenyl]-3-yl)-5-chloropyrimidin-2-yl)amino)pyridin-3-yl)-5-(4-(3-((2-(2,6-dioxopiperidin-3-yl)-1,3-dioxoisoindolin-4-yl)oxy)propyl)piperazin-1-yl)pentanamide